4-[3-(Methylsulfanyl)phenyl]-1-propylpiperidine-4-carbonitrile CSC=1C=C(C=CC1)C1(CCN(CC1)CCC)C#N